N1C(=NCC1)NNC(C1=C(C=C(C=C1)/C(=C/C(C(F)(F)F)C1=CC(=C(C(=C1)Cl)Cl)Cl)/F)C(F)(F)F)=O (Z)-N'-(4,5-dihydro-1H-imidazol-2-yl)-4-(1,4,4,4-tetrafluoro-3-(3,4,5-trichlorophenyl)but-1-en-1-yl)-2-(trifluoromethyl)benzoyl-hydrazine